C1C2CNC=3N=CC(=CC3C21)C(=O)OC methyl 1a,2,3,7b-tetrahydro-1H-cyclopropa[c][1,8]naphthyridine-6-carboxylate